C(=O)[C@@H]1N(CCCC1)C(=O)OC(C)(C)C (R)-tert-butyl 2-formylpiperidine-1-carboxylate